acryloyloxyethyl-N,N-dimethylamine C(C=C)(=O)OCCN(C)C